[C@@H]12CN(C[C@@H](CC1)N2)C2=CC1=C(NC(N1)=O)C=C2 |r| 5-[Rac-(1S,5R)-3,8-diazabicyclo[3.2.1]oct-3-yl]-1,3-dihydrobenzimidazol-2-one